ClC=1C=C(C=C(C1)N1N=C(C2=CC=CC=C12)C1=CC=C(C=C1)C(F)(F)F)C(C(=O)N)=C (3-chloro-5-(3-(4-(trifluoromethyl)phenyl)-1H-indazol-1-yl)phenyl)acrylamide